tert-butyl N-[(7-bromo-8-fluoro-4-oxo-3H-phthalazin-1-yl)methyl]carbamate BrC1=CC=C2C(NN=C(C2=C1F)CNC(OC(C)(C)C)=O)=O